FC1=CC=C(C=C1)N1N=C(C(=C1)[C@H]1O[C@@H](C(N1CC1=CC=C(C=C1)OC)=O)C)C1=CC=C(C=C1)F (2R,5R)-2-(1,3-bis(4-fluorophenyl)-1H-pyrazol-4-yl)-3-(4-methoxybenzyl)-5-methyloxazolidin-4-one